(7-ethoxy-3-methyl-1H-indazol-5-yl)methanone C(C)OC=1C=C(C=C2C(=NNC12)C)C=O